undecyl-triethoxysilane C(CCCCCCCCCC)[Si](OCC)(OCC)OCC